[Na].[Na].[Na].[Na].C(=O)(O)C(CC(=O)O)N(C(C(CC(=O)O)S(=O)(=O)O)=O)CCCCCCCCCCCCCCCCCC N-(1,2-dicarboxyethyl)-N-Octadecylsulfosuccinic acid amide tetrasodium